N-(1'-(2-(3-methoxypropyl)-6-methylpyrimidin-4-yl)-1',2'-dihydrospiro[cyclopropane-1,3'-pyrrolo[3,2-c]pyridin]-6'-yl)acetamide COCCCC1=NC(=CC(=N1)N1CC2(C=3C=NC(=CC31)NC(C)=O)CC2)C